2-(3-cyclopropyl-1H-pyrazol-1-yl)-3-methylbutanamide C1(CC1)C1=NN(C=C1)C(C(=O)N)C(C)C